trans-3-amino-1-methylcyclobutan-1-ol HCl salt Cl.NC1CC(C1)(O)C